6-((5-(4-(1H-pyrazol-1-yl)phenyl)-4-fluoro-1H-pyrazol-3-yl)amino)-3,4-dihydroquinolin-2(1H)-one N1(N=CC=C1)C1=CC=C(C=C1)C1=C(C(=NN1)NC=1C=C2CCC(NC2=CC1)=O)F